NC(CNCC[SiH](OCCOC)C)C N-(2-aminopropyl)-2-aminoethylmethylmethoxyethoxysilane